ClC1=C(C(=CC=C1N(C)C)Cl)CC(=O)OC methyl 2-(2,6-dichloro-3-(dimethylamino)phenyl)acetate